C(C)(=O)N1CC(OCC1)CNC(=O)C1CN(C1)C1=CC(=C2C(C(=CN(C2=N1)C1=NC=NS1)C(=O)O)=O)C 7-(3-{[(4-Acetylmorpholin-2-yl)methyl]carbamoyl}azetidin-1-yl)-5-methyl-4-oxo-1-(1,2,4-thiadiazol-5-yl)-1,4-dihydro-1,8-naphthyridine-3-carboxylic acid